6-(3-(6-(dimethylamino)pyridin-3-yl)-7,8-dihydro-1,6-naphthyridin-6(5H)-yl)-4,5-dimethylpyridazine-3-carbonitrile CN(C1=CC=C(C=N1)C=1C=NC=2CCN(CC2C1)C1=C(C(=C(N=N1)C#N)C)C)C